(3-cyanopropyl)-1H-imidazole-2-carboxylic acid ethyl ester C(C)OC(=O)C=1N(C=CN1)CCCC#N